O1C=CC2=C1C=CC(=C2)C=CC(=O)C2=C(C=C(C=C2O[C@H]2S[C@H]([C@H]([C@@H]([C@H]2O)O)O)CO)C)O 3-(1-Benzofuran-5-yl)-1-[2-hydroxy-4-methyl-6-[(2S,3R,4S,5S,6S)-3,4,5-trihydroxy-6-(hydroxymethyl)thian-2-yl]oxyphenyl]prop-2-en-1-one